Tri-n-heptylcitrat C(CCCCCC)C(C(C(C(=O)[O-])(CCCCCCC)CCCCCCC)(O)C(=O)[O-])C(=O)[O-]